CC1=CC(=NN1)NC1=NC(=NC2=CC=CC=C12)NC1CCN(CC1)CCC#N 3-(4-((4-((5-methyl-1H-pyrazol-3-yl)amino)quinazolin-2-yl)amino)piperidin-1-yl)propionitrile